CCCCCC1=CC=C(C=C1)C2=CC=C(C=C2)C#N 4-Cyano-4'-n-pentylbiphenyl